FC(C12OCC(CC1)(CC2)N)(F)F 1-(trifluoromethyl)-2-oxabicyclo[2.2.2]octan-4-amine